BrC=1C(N(C(=CC1OCC1=NC=C(C=C1F)F)C)C1=CC(=NC=C1C)C1=NC(=NC=C1C)C(C)(C)O)=O (M)-3-bromo-4-((3,5-difluoropyridin-2-yl)methoxy)-2'-(2-(2-hydroxypropan-2-yl)-5-methylpyrimidin-4-yl)-5',6-dimethyl-2H-[1,4'-bipyridin]-2-one